COC1=CC=C(C=N1)C1=NN2C(NC(=C(C2=O)C=2C=C3C=CC=NC3=CC2)C)=C1C1=CC=CC=C1 2-(6-methoxypyridin-3-yl)-5-methyl-3-phenyl-6-(quinolin-6-yl)pyrazolo[1,5-a]pyrimidin-7(4H)-one